4-(3-((5-cyano-4-(4-fluorophenyl)thiazol-2-yl)amino)-2-ethyl-7-methylpyrazolo[1,5-a]pyridin-5-yl)piperazine-1-carboxylic acid tert-butyl ester C(C)(C)(C)OC(=O)N1CCN(CC1)C1=CC=2N(C(=C1)C)N=C(C2NC=2SC(=C(N2)C2=CC=C(C=C2)F)C#N)CC